C1(=CC=CC=C1)C(C(=O)N)C(=O)N benzenemalonamide